ClC=1C=C2C(=NC(N3C2=C(C1C1=C(C=C(C=C1)F)F)OC[C@H]3CN3CCN(CC3)C)=O)N3[C@H](CN[C@@H](C3)C)C (3R)-9-chloro-10-(2,4-difluorophenyl)-7-((2S,5R)-2,5-dimethylpiperazin-1-yl)-3-((4-methylpiperazin-1-yl)methyl)-2H-[1,4]oxazino[2,3,4-ij]quinazolin-5(3H)-one